(3R)-1-(7-(8-chloro-3-hydroxynaphthalen-1-yl)-6,8-difluoro-2-(((S)-1-methylpyrrolidin-2-yl)methoxy)quinazolin-4-yl)-3-methylpiperidin-3-ol trifluoroacetate FC(C(=O)O)(F)F.ClC=1C=CC=C2C=C(C=C(C12)C1=C(C=C2C(=NC(=NC2=C1F)OC[C@H]1N(CCC1)C)N1C[C@@](CCC1)(O)C)F)O